[2H]C(C(=O)N(CC(=O)NNC(OC(C)(C)C)=O)CC1=C(C=C(C=C1)S(N)(=O)=O)F)(OC1=C(C(=CC(=C1)F)F)C(C([2H])([2H])[2H])([2H])[2H])[2H] tert-butyl N-[[2-[[2,2-dideuterio-2-[3,5-difluoro-2-(1,1,2,2,2-pentadeuterioethyl)phenoxy]acetyl]-[(2-fluoro-4-sulfamoyl-phenyl)methyl]amino]acetyl]amino]carbamate